CC=1C(=C(N=NC1C(F)(F)F)N1CC2(COC2)C1)C(=O)N 5-methyl-3-(2-oxa-6-azaspiro[3.3]heptan-6-yl)-6-(trifluoromethyl)pyridazine-4-carboxamide